P(=O)(F)(F)OC(COCC=C)COCC#C (allyloxy)-3-(propargyloxy)-2-propanol difluorophosphate